5-[(3-ethylphenoxy)methyl]-1,3,4-oxadiazole-2(3H)-thione C(C)C=1C=C(OCC2=NNC(O2)=S)C=CC1